2,6-dimethylocta-2,7-dien-6-ol CC(C)=CCCC(C=C)(O)C